ClC1=C(C(=C(C=C1OC)OC)Cl)C1=CC2=C(N=C(N=C2)N[C@H]2[C@H](COC2)NC(C=C)=O)C(=N1)CCOC N-((3R,4S)-4-((6-(2,6-dichloro-3,5-di-methoxyphenyl)-8-(2-methoxyethyl)pyrido[3,4-d]pyrimidin-2-yl)amino)tetrahydrofuran-3-yl)acrylamide